((3R,6S)-6-(((N-((benzyloxy) Carbonyl)sulfamoyl)amino)methyl)tetrahydro-2H-pyran-3-yl)carbamate C(C1=CC=CC=C1)OC(=O)NS(=O)(=O)NC[C@@H]1CC[C@H](CO1)NC([O-])=O